O=C1C=C(N=C2N1C=C(S2)N2CC1CN(CC1C2)C(=O)OC(C)(C)C)OS(=O)(=O)C2=CC=C(C=C2)C tert-butyl 2-[5-oxo-7-(p-tolylsulfonyloxy)thiazolo[3,2-a]pyrimidin-2-yl]-1,3,3a,4,6,6a-hexahydropyrrolo[3,4-c]pyrrole-5-carboxylate